FC=1C=C(C=C(C1)F)COC=1C(=NC=C(C1)COC)N1N=CC(=C1)C(=O)O 1-{3-[(3,5-difluorophenyl)methoxy]-5-(methoxymethyl)pyridin-2-yl}pyrazole-4-carboxylic acid